8-((2S,5R)-2,5-dimethylpiperazin-1-yl)-7-fluoro-5-methyl-6-oxo-5,6-dihydro-1,5-naphthyridine-2-carbonitrile dihydrochloride Cl.Cl.C[C@@H]1N(C[C@H](NC1)C)C1=C(C(N(C=2C=CC(=NC12)C#N)C)=O)F